ethyl (E)-3-(6-methoxy-2',6'-dimethylbiphenyl-3-yl)acrylate COC1=CC=C(C=C1C1=C(C=CC=C1C)C)/C=C/C(=O)OCC